4-[7-[[1-(2-hydroxyethyl)pyrazol-4-yl]amino]-1-methyl-2-oxo-4H-pyrimido[4,5-d]pyrimidin-3-yl]-4-methyl-2,3-dihydroquinoline-1-carboxylic acid tert-butyl ester C(C)(C)(C)OC(=O)N1CCC(C2=CC=CC=C12)(C)N1C(N(C2=NC(=NC=C2C1)NC=1C=NN(C1)CCO)C)=O